COC(C(=O)N(C(C)C1=NC=CC=C1F)CC1=CC=2C(=NSN2)C=C1)=O 2-((Benzo[c][1,2,5]thiadiazol-5-ylmethyl)(1-(3-fluoropyridin-2-yl)ethyl)amino)-2-oxoacetic acid methyl ester